2-methyl-N-(4-(N-(1-(1-methylpiperidin-4-yl)ethyl)sulfamoyl)naphthalen-1-yl)benzamide CC1=C(C(=O)NC2=CC=C(C3=CC=CC=C23)S(NC(C)C2CCN(CC2)C)(=O)=O)C=CC=C1